C(C)(C)(C)OC(=O)N1CCC(CC1)N1N=C(C=C1)C(=O)O 1-[1-(tert-butoxycarbonyl)piperidin-4-yl]pyrazole-3-carboxylic acid